N,N-dimethyl-4-((4-(4-(trifluoromethyl)piperidin-1-yl)phenyl)amino)cyclohexane-1-carboxamide CN(C(=O)C1CCC(CC1)NC1=CC=C(C=C1)N1CCC(CC1)C(F)(F)F)C